4-{1-benzoyl-4-fluoro-5-[(4-fluorophenyl)methoxy]-1H-pyrazol-3-yl}-5-methyl-1-(pyrrolidine-1-sulfonyl)pyrrolidin-2-ol C(C1=CC=CC=C1)(=O)N1N=C(C(=C1OCC1=CC=C(C=C1)F)F)C1CC(N(C1C)S(=O)(=O)N1CCCC1)O